20,21-bis(((benzyloxy)carbonyl)amino)-3,19,22-trioxo-1-phenyl-2,6,9,12,15-pentaoxa-18,23-diazaheptacosan-27-oic acid C(C1=CC=CC=C1)OC(=O)NC(C(NCCOCCOCCOCCOCCC(OCC1=CC=CC=C1)=O)=O)C(C(NCCCC(=O)O)=O)NC(=O)OCC1=CC=CC=C1